[OH-].[OH-].C(CC)[Zr+2]CCC Di-n-propylzirconium dihydroxide